3-(2-methyl-5-(2-(5-(morpholinomethyl)pyridin-2-yl)ethyl)-4-oxoquinazolin-3(4H)-yl)piperidine-2,6-dione CC1=NC2=CC=CC(=C2C(N1C1C(NC(CC1)=O)=O)=O)CCC1=NC=C(C=C1)CN1CCOCC1